C(CC)[Si](OC(C)=O)(OC(C)=O)OC(C)=O Propyltriacetoxysilan